(R*)-3-((5-(dimethylamino)-3-iodopyrazolo[1,5-a]pyrimidin-6-yl)oxy)-2-methylbutan-2-ol CN(C1=NC=2N(C=C1O[C@@H](C(C)(O)C)C)N=CC2I)C |o1:9|